N-benzyl-caproamide C(C1=CC=CC=C1)NC(CCCCC)=O